N1(CCOCC1)C(=O)OC1CNCCCCOCCCCCCC1 1-oxa-6-azacyclopentadecan-8-yl morpholine-4-carboxylate